NC1=NNC2=C(C=C(C=C12)C1=CC(=NC=C1)NC(OC(C)(C)C)=O)C#CC(C)(C)C tert-butyl (4-(3-amino-7-(3,3-dimethylbut-1-yn-1-yl)-1H-indazol-5-yl)pyridin-2-yl)carbamate